FC1=C(C=CC=C1)N1N=C(N(C1=O)C1CC1)C(=O)N 1-(2-fluorophenyl)-4-cyclopropyl-5-oxo-4,5-dihydro-1H-1,2,4-triazole-3-carboxamide